O[C@@H]1[C@H](O)[C@H](O)[C@H](O1)CO alpha-D-ribose